ClC=1C=CC(=C(C1)N1CON(CO1)C(C(=O)NC=1C=C2N=CC=NC2=CC1)CC1=CC=CC=C1)N1N=NC(=C1)Cl 2-(4-(5-Chloro-2-(4-chloro-1H-1,2,3-triazol-1-yl)phenyl)-2,5-dioxapiperazin-1-yl)-3-phenyl-N-(quinoxalin-6-yl)propanamide